1,3-bis(4-methylaminobenzyl)propanone Benzyl-(1-oxaspiro[2.3]hexan-5-yl)carbamate C(C1=CC=CC=C1)N(C(O)=O)C1CC2(CO2)C1.CNC1=CC=C(CCC(CCC2=CC=C(C=C2)NC)=O)C=C1